9-(3-(dimethylamino)propyl)-N-phenyl-2,3,4,9-tetrahydro-1H-carbazole-3-amine CN(CCCN1C2=CC=CC=C2C=2CC(CCC12)NC1=CC=CC=C1)C